C(C)(C)(C)OC(N(CCOCC=O)C)=O tert-butyl-N-methyl-N-[2-(2-oxoethoxy)ethyl]carbamate